2-aminoisopropylacrylamide NC(C(=O)N)=CC(C)C